2,2-bis[(4-(4-aminophenoxy)phenyl)]hexafluoropropane NC1=CC=C(OC2=CC=C(C=C2)C(C(F)(F)F)(C(F)(F)F)C2=CC=C(C=C2)OC2=CC=C(C=C2)N)C=C1